ethyl 3-(4-pyridyl)-1H-pyrazole-5-carboxylate N1=CC=C(C=C1)C1=NNC(=C1)C(=O)OCC